BENZYL (CHLORO(PHENOXY)PHOSPHORYL)-L-ALANINATE ClP(=O)(OC1=CC=CC=C1)N[C@@H](C)C(=O)OCC1=CC=CC=C1